5-CHLORO-1H-PYRAZOLE-4-CARBOXYLIC ACID ClC1=C(C=NN1)C(=O)O